7-methyl-3,5-dihydro-2H-benzodioxepinon CC=1C=CC2=C(CCC(OO2)=O)C1